tributylcyanomethylphosphonium C(CCC)[P+](CC#N)(CCCC)CCCC